4-chloro-5-((3,3-difluoro-1-methylpiperidin-4-yl)oxy)-6-methoxyquinazoline ClC1=NC=NC2=CC=C(C(=C12)OC1C(CN(CC1)C)(F)F)OC